C(CCC)OC1=C(C=NC2=CC(=CC=C12)C(=O)N)CC(F)(F)F 4-butoxy-3-(2,2,2-trifluoroethyl)quinoline-7-carboxamide